(E)-N-(7-chloro-1-(1-(4-(dimethylamino)but-2-enoyl)azepan-3-yl)-1H-benzo[d]imidazol-2-yl)-2-methylisonicotinamide ClC1=CC=CC2=C1N(C(=N2)NC(C2=CC(=NC=C2)C)=O)C2CN(CCCC2)C(\C=C\CN(C)C)=O